1,2,3,3,4-pentachlorotrifluorocyclopentene ClC1=C(C(C(C1(F)F)(Cl)F)(Cl)Cl)Cl